2-(4-methyl-3-(trifluoromethyl)phenyl)acetic acid CC1=C(C=C(C=C1)CC(=O)O)C(F)(F)F